C(C)(=O)N1C(C2=CC(=CC=C2C1)B(O)O)=O (2-ACETYL-1-OXOISOINDOLIN-6-YL)BORONIC ACID